4-(4-amino-2-fluorophenoxy)-1,3-dihydro-2H-pyrrolo[2,3-b]pyridine-2-one NC1=CC(=C(OC2=C3C(=NC=C2)NC(C3)=O)C=C1)F